NC=1C=C(C=CC1NC(CCl)=O)C1=CC=CC=C1 N-(3-amino-[1,1'-biphenyl]-4-yl)-2-chloroacetamide